(2S)-2-amino-N-[1-[1-(5-fluoro-2-methoxy-3-pyridyl)-2-methoxy-ethyl]pyrazol-4-yl]-2-(4-methylcyclohexyl)acetamide, hydrochloride Cl.N[C@H](C(=O)NC=1C=NN(C1)C(COC)C=1C(=NC=C(C1)F)OC)C1CCC(CC1)C